3-((2S)-3-(8-(1-ethyl-2,3-dihydro-1H-pyrido[2,3-b][1,4]oxazin-7-ylsulfonyl)-1-oxa-8-azaspiro[4.5]decan-3-ylamino)-2-hydroxypropoxy)-N-methylbenzenesulfonamide C(C)N1C2=C(OCC1)N=CC(=C2)S(=O)(=O)N2CCC1(CC(CO1)NC[C@@H](COC=1C=C(C=CC1)S(=O)(=O)NC)O)CC2